ClCC(=O)N(NC([C@H](CC1CCCCC1)NC)=O)CCC(=O)N (S)-3-(1-(2-Chloroacetyl)-2-(3-cyclohexyl-2-(methylamino)propanoyl)hydrazinyl)propanamide